OCCOC1=CC=C(C=C1)C1(C2=CC=CC=C2C=2C=CC=CC12)C1=CC=C(C=C1)OCCO 9,9-bis-(4-(2-hydroxyethoxy)phenyl)fluorene